C(C)(=O)C1(CC=C(CC1)C)OC(C1=CC=CC=C1)=O Benzoic acid 1-acetyl-4-methylcyclohex-3-en-1-yl ester